(R)-Methyl 2-(2-chloro-5-methylphenoxy)-3-methylbutanoate ClC1=C(O[C@@H](C(=O)OC)C(C)C)C=C(C=C1)C